ClC=1C=C2CC(C(C2=CC1Cl)=O)C(=O)[O-] 5,6-dichloro-1-oxo-2,3-dihydro-1H-indene-2-carboxylate